FC(C(=O)N[C@@H](C)C1=CC=C(C=C1)C(CC)O)(F)F 2,2,2-trifluoro-N-[(1S)-1-[4-(1-hydroxypropyl)phenyl]ethyl]acetamide